ClC1=C(CN(C=2C=NC=CC2)CC2=CC=C(C(=O)NO)C=C2)C=CC=C1 4-(((2-chlorobenzyl)(pyridin-3-yl)amino)methyl)-N-hydroxybenzamide